platinum-antimony [Sb].[Pt]